tert-butyl 3-chloro-2,4-dimethyl-5,7-dihydro-6H-pyrrolo[3,4-b]pyridine-6-carboxylate ClC=1C(=C2C(=NC1C)CN(C2)C(=O)OC(C)(C)C)C